(2,3-dichlorophenyl)-6-fluoro-4-(1-hydroxyethyl)-1H-pyrrolo[3,2-c]quinolin ClC1=C(C=CC=C1Cl)N1C=CC=2C(=NC=3C(=CC=CC3C21)F)C(C)O